FC1=C(C=C(C=C1)[C@@H](C(=O)NC=1SC(=NN1)N1C[C@@H](CC1)NC=1N=NC=CC1)OC)N1CC(C1)OC (2S)-2-[4-Fluoro-3-(3-methoxyazetidin-1-yl)phenyl]-2-methoxy-N-[5-[(3R)-3-(pyridazin-3-ylamino)pyrrolidin-1-yl]-1,3,4-thiadiazol-2-yl]acetamid